OC1COC2=C1C=CC=C2NC2=NNC1=CC(=CC=C21)[C@@H]2C[C@@]21C(NC2=CC=C(C=C12)OC)=O (1R,2S)-2-{3-[(3-hydroxy-2,3-dihydro-1-benzofuran-7-yl)amino]-1H-indazol-6-yl}-5'-methoxyspiro[cyclopropane-1,3'-indol]-2'(1'H)-one